C(#N)C(C(=O)OCC[Si](C)(C)C)=C trimethylsilylethyl α-cyanoacrylate